C(C)(C)C1=C(C=2CCCC2C=C1)N 5-isopropyl-2,3-dihydro-1H-inden-4-amine